N[C@@H](CNC(C1=C(C=C(C=C1)NC=1C=2N(C=CN1)C(=CN2)C2=CC=C(C=C2)OC(F)F)C)=O)C N-[(2R)-2-aminopropyl]-4-[[3-[4-(difluoromethoxy)phenyl]imidazo[1,2-a]pyrazin-8-yl]amino]-2-methylbenzamide